N1=C(C=CC=C1)[C@@]1(CCOC2(CCCC2)C1)CCNCCC1=CC(=CC=C1)C(F)(F)F {2-[(9R)-9-(pyridin-2-yl)-6-oxaspiro[4.5]decan-9-yl]ethyl}({2-[3-(trifluoromethyl)phenyl]ethyl})amine